CSC1=NC=C(C(=N1)NC1CC(C1)O)CN[C@H]1CCNC2=C(C=CC=C12)C 3-[[2-methylsulfanyl-5-[[[(4S)-8-methyl-1,2,3,4-tetrahydroquinolin-4-yl]amino]methyl]pyrimidin-4-yl]amino]cyclobutanol